(1-Methoxy-2-methyl-prop-1-enoxy)-trimethyl-silane COC(=C(C)C)O[Si](C)(C)C